Cl.Cl.[C@H]12CN(C[C@H](CC1)N2)C2=NC(=NC1=C(C(=C(C=C21)Cl)C2=CC(=CC1=CC=CC=C21)O)F)C21CC(C2)(C1)N(C)C 4-((R or S)-4-((1R,5S)-3,8-diazabicyclo[3.2.1]octan-3-yl)-6-chloro-2-(3-(dimethylamino)bicyclo[1.1.1]pentan-1-yl)-8-fluoroquinazolin-7-yl)naphthalen-2-ol dihydrochloride